CC1=C(C=C(C=C1)C(CC(=O)OCC)C1=C(C2=C(N(N=N2)CCCOC2OCCCC2)C=C1)C)CN1S(OC2=C(C1)C=C(C=C2)OC2=C(C=CC=C2)[N+](=O)[O-])(=O)=O ethyl 3-[4-methyl-3-[[6-(2-nitrophenoxy)-2,2-dioxo-4H-1,2λ6,3-benzoxathiazin-3-yl]methyl]phenyl]-3-[4-methyl-1-(3-tetrahydropyran-2-yloxypropyl)benzotriazol-5-yl]propanoate